6-bromo-7-isopropoxy-2-(1-methyl-2-oxabicyclo[2.1.1]hex-4-yl)imidazo[1,2-a]pyridine BrC=1C(=CC=2N(C1)C=C(N2)C21COC(C2)(C1)C)OC(C)C